NC1=NC=CC=C1C1=NC=2C(=NC(=CC2)C2=CC=CC=C2)N1C1=CC=C(CNC(C2=CC(=CC=C2)S(N)(=O)=O)=O)C=C1 N-(4-(2-(2-aminopyridin-3-yl)-5-phenyl-3H-imidazo[4,5-b]pyridin-3-yl)benzyl)-3-sulfamoylbenzamide